tert-butyl rac-(3S,4S)-4-(2-aminothiazol-5-yl)-3-fluoro-4-hydroxy-piperidine-1-carboxylate NC=1SC(=CN1)[C@]1([C@H](CN(CC1)C(=O)OC(C)(C)C)F)O |r|